5-((dimethylamino)methylene)-2-methylcyclopentan-1-one CN(C)C=C1CCC(C1=O)C